FC1=C(C=C2CN(C(C2=C1)=O)C1C(NC(CC1)=O)=O)CN1CCN(CC1)C1=CC=C(C=C1)NC1=NC=C(C(=N1)NCC1=CC(=CC=C1)S(=O)(=O)C)C(F)(F)F 3-(6-fluoro-5-((4-(4-((4-((3-(methylsulfonyl)benzyl)amino)-5-(trifluoromethyl)pyrimidin-2-yl)amino)phenyl)piperazin-1-yl)methyl)-1-oxoisoindolin-2-yl)piperidine-2,6-dione